cis-3-(Butylamino)-5-(4-hydroxycyclohexyl)-8-(4-methylpiperazin-1-yl)pyrimido[4,5-c]isoquinolin-6(5H)-one C(CCC)NC=1N=CC2=C(N(C(C=3C=C(C=CC23)N2CCN(CC2)C)=O)[C@@H]2CC[C@@H](CC2)O)N1